FC=1C(=C(NC2=C(NC3=C2C(NCC3)=O)C3=C(C=NC=C3)OCC3OCCC3)C=CC1)OC 3-(3-fluoro-2-methoxyanilino)-2-{3-[(oxolan-2-yl)methoxy]pyridin-4-yl}-1,5,6,7-tetrahydro-4H-pyrrolo[3,2-c]pyridin-4-one